FC1=C(C(=CC=C1)OC)C1=CC(=NC=C1C(=O)NC=1SC(=NN1)O)C 4-(2-fluoro-6-methoxyphenyl)-N-(5-hydroxy-1,3,4-thiadiazol-2-yl)-6-methylnicotinamide